CN([C@H]1[C@H](CCC1)NC(=O)C=1SC=2N=CC=C3N(C(NC1C23)=O)C2=C(C=C(C=C2)OC2=CC=CC=C2)C)C N-((1S,2R)-2-(Dimethylamino)cyclopentyl)-5-(2-methyl-4-phenoxyphenyl)-4-oxo-4,5-dihydro-3H-1-thia-3,5,8-triazaacenaphthylene-2-carboxamide